(2-(2,6-dichloropyrimidin-4-yl)-2-azabicyclo[2.2.2]oct-1-yl)methanol ClC1=NC(=CC(=N1)N1C2(CCC(C1)CC2)CO)Cl